Benzyl (S)-((4,4-difluorocyclohexyl)(4-fluoro-5-formylbenzo[d]oxazol-2-yl)methyl)carbamate FC1(CCC(CC1)[C@@H](C=1OC2=C(N1)C(=C(C=C2)C=O)F)NC(OCC2=CC=CC=C2)=O)F